ClC=1C=C(C=CC1N1C(N(C=C1)C)=O)C1=C(C(=CC(=C1)F)C=1C=NC(=C(C1)N1CC2(CCCN2)CC1)OC)O 1-(3-chloro-5'-fluoro-2'-hydroxy-3'-(6-methoxy-5-(1,7-diazaspiro-[4.4]nonan-7-yl)pyridin-3-yl)-[1,1'-biphenyl]-4-yl)-3-methyl-1H-imidazol-2(3H)-one